1-pentanesulfonic acid sodium salt monohydrate O.[Na+].C(CCCC)S(=O)(=O)[O-]